(S)-1-(8-(2,4-dichlorophenyl)-9-(4-((1-(3-fluoropropyl)pyrrolidin-3-yl)oxy)phenyl)-6,7-dihydro-5H-benzo[7]annulen-3-yl)pyrrolidin-2-one ClC1=C(C=CC(=C1)Cl)C=1CCCC2=C(C1C1=CC=C(C=C1)O[C@@H]1CN(CC1)CCCF)C=CC(=C2)N2C(CCC2)=O